BrC=1C(=C(OC2CC3(C2)CCN(CC3)C(=O)OC(C)(C)C)C=CC1)C(F)(F)F tert-butyl 2-[3-bromo-2-(trifluoromethyl)phenoxy]-7-azaspiro[3.5]nonane-7-carboxylate